3-(N-(benzo[d][1,3]dioxol-5-yl)sulfamoyl)-N-(spiro[benzo[d][1,3]dioxole-2,1'-cyclopentan]-5-yl)benzamide O1COC2=C1C=CC(=C2)NS(=O)(=O)C=2C=C(C(=O)NC1=CC3=C(OC4(CCCC4)O3)C=C1)C=CC2